(S)-2-(3-chlorophenyl)-2,2-difluoro-1-phenylethyl ((R)-1-(((S)-4-(ethylamino)-3,4-dioxo-1-((S)-2-oxopyrrolidin-3-yl)butan-2-yl)amino)-3-(1-methylcyclobutyl)-1-oxopropan-2-yl)carbamate C(C)NC(C([C@H](C[C@H]1C(NCC1)=O)NC([C@@H](CC1(CCC1)C)NC(O[C@H](C(F)(F)C1=CC(=CC=C1)Cl)C1=CC=CC=C1)=O)=O)=O)=O